NCCCO[Si](OC)(OC)CCCN aminoethyl-γ-aminopropyltrimethoxysilane